C1=NC=CC2=CC=CC(=C12)C1=C(C=C(C=C1)COCCOCCOCCNC(OC(C)(C)C)=O)OCCC1=CC=C(C=C1)C=1C=CC=C2C=CN=CC12 tert-butyl N-[2-[2-[2-[[4-(8-isoquinolyl)-3-[2-[4-(8-isoquinolyl) phenyl] ethoxy] phenyl]methoxy]ethoxy]ethoxy]ethyl]carbamate